1-(((3S)-1-(((2R)-2-benzyl-1-azetidinyl)sulfonyl)-3-piperidinyl)carbonyl)-N-(4-(trifluoromethyl)benzyl)-D-prolinamide C(C1=CC=CC=C1)[C@H]1N(CC1)S(=O)(=O)N1C[C@H](CCC1)C(=O)N1[C@H](CCC1)C(=O)NCC1=CC=C(C=C1)C(F)(F)F